FC(C=1OC=C(N1)CC=O)F 2-[2-(difluoromethyl)-1,3-oxazol-4-yl]ethan-1-one